C(C)OC1=C(C=CC=C1)C1=CC=C(C(=N1)CNS(=O)(=O)C1=C(C=CC=C1)[N+](=O)[O-])N1[C@@H](CNCC1)CC (R)-N-((6-(2-ethoxyphenyl)-3-(2-ethylpiperazin-1-yl)pyridin-2-yl)methyl)-2-nitrobenzenesulfonamide